N-(2-((R)-4-cyclopropyl-3-methylpiperazin-1-yl)-4-methoxy-5-((6-((R)-3-(3-phenoxyphenyl)isoxazolidin-2-yl)pyrimidin-4-yl)amino)phenyl)acrylamide C1(CC1)N1[C@@H](CN(CC1)C1=C(C=C(C(=C1)OC)NC1=NC=NC(=C1)N1OCC[C@@H]1C1=CC(=CC=C1)OC1=CC=CC=C1)NC(C=C)=O)C